(((((R)-1-(naphthalen-1-yl)ethyl)amino)methyl)chroman-4-yl)benzoic acid hydrochloride Cl.C1(=CC=CC2=CC=CC=C12)[C@@H](C)NCC1OC2=CC=CC=C2C(C1)C1=C(C(=O)O)C=CC=C1